8-[4-(2-piperazin-1-ylethoxy)pyrimidin-2-yl]-3,8-diazabicyclo[3.2.1]octan N1(CCNCC1)CCOC1=NC(=NC=C1)N1C2CNCC1CC2